Bis(((2-((2-ethoxyphenoxy)methyl)morpholine-4-carbonyl)oxy)methyl)pyridine-3,5-dicarboxylate C(C)OC1=C(OCC2CN(CCO2)C(=O)OCOC(=O)C=2C=NC=C(C2)C(=O)OCOC(=O)N2CC(OCC2)COC2=C(C=CC=C2)OCC)C=CC=C1